4,5-dimethoxy-2-Ethoxyamphetamine COC1=CC(=C(CC(N)C)C=C1OC)OCC